dodec-8,10-dien-1-yl acetate (dodeca-8,10-dien-1-yl acetate) C(CCCCCCC=CC=CC)CC(=O)O.C(C)(=O)OCCCCCCCC=CC=CC